C(C1=CC(=CC(=C1N)C)CCC)C1=CC(=CC(=C1N)C)CCC 6,6'-methylenebis(4-propyl-2-methylaniline)